(1H-indol-6-yl)(4-((6-(trifluoromethyl)pyridin-3-yl)oxy)piperidin-1-yl)methanone N1C=CC2=CC=C(C=C12)C(=O)N1CCC(CC1)OC=1C=NC(=CC1)C(F)(F)F